tert-butyl (1R,5S,6r)-6-((5-(((2,2-dimethyl-4-oxopiperidin-1-yl)sulfonyl)methyl)-2-fluorophenyl)carbamoyl)-3-azabicyclo[3.1.0]hexane-3-carboxylate CC1(N(CCC(C1)=O)S(=O)(=O)CC=1C=CC(=C(C1)NC(=O)C1[C@H]2CN(C[C@@H]12)C(=O)OC(C)(C)C)F)C